FC(C(=O)[O-])=C.[Na+].N1CC(C1)NC(C1=C(C=NC=C1NC1=C(C=C(C=C1)I)F)F)=O N-(azetidin-3-yl)-3-fluoro-5-((2-fluoro-4-iodophenyl)amino)isonicotinamide sodium 2-fluoroacrylate